ClC=1N=C2C(=NC1)N(C=C2C2=NC(=C(C(=N2)N[C@@H]2[C@H](C1CCC2CC1)C(=O)OCC)F)C1=NC=CC=C1)C(C1=CC=CC=C1)(C1=CC=CC=C1)C1=CC=CC=C1 (2S,3S)-ethyl 3-((2-(2-chloro-5-trityl-5H-pyrrolo[2,3-b]pyrazin-7-yl)-5-fluoro-6-(pyridin-2-yl)pyrimidin-4-yl)amino)bicyclo[2.2.2]octane-2-carboxylate